FC=1C(=C(C=NC1)NC(OC(C)(C)C)=O)C(NC1=CC(=C(C=C1)F)C(F)(F)F)=O tert-Butyl (5-fluoro-4-((4-fluoro-3-(trifluoromethyl)phenyl)carbamoyl)pyridin-3-yl)carbamate